5-ethyl-8,8-dimethyl-5-phenyl-5,8,9,10-tetrahydrobenzo[b][1,8]naphthyridin-6(7H)-one C(C)C1(C2=C(NC=3N=CC=CC13)CC(CC2=O)(C)C)C2=CC=CC=C2